CC1(OC2C(O1)COC2)C 2,2-dimethyltetrahydrofuro[3,4-d][1,3]dioxol